((6-hydroxy-5'-methyl-4-pentyl-2'-(prop-1-en-2-yl)-[1,1'-biphenyl]-2-yl)oxy)methyl diphenyl phosphate P(=O)(OCOC1=C(C(=CC(=C1)CCCCC)O)C1=C(C=CC(=C1)C)C(=C)C)(OC1=CC=CC=C1)OC1=CC=CC=C1